methyl 5-fluoro-6-methylpyridine-2-carboxylate FC=1C=CC(=NC1C)C(=O)OC